NC1CCS(C12CCN(CC2)C2=NN1C(S2)=NC=C1C=1C(=NC(=CC1)C(C)C)OC)(=O)=O 4-amino-8-(5-(6-isopropyl-2-methoxypyridin-3-yl)imidazo[2,1-b][1,3,4]thiadiazol-2-yl)-1-thia-8-azaspiro[4.5]decane 1,1-dioxide